C(\C=C/C\C=C/CCC)OC(CCCN)=O 4-aminobutyric acid-(2Z,5Z)-nona-2,5-dien-1-yl ester